1-octylnonyl 8-{[3-(tert-butoxycarbonylamino)propyl]{2-[(tert-butyl)bis(methyl)siloxy]-5-(undecyloxycarbonyl)pentyl}amino}-7-[(tert-butyl)bis(methyl)siloxy]octanoate C(C)(C)(C)OC(=O)NCCCN(CC(CCCCCC(=O)OC(CCCCCCCC)CCCCCCCC)O[Si](C)(C)C(C)(C)C)CC(CCCC(=O)OCCCCCCCCCCC)O[Si](C)(C)C(C)(C)C